[N-]=[N+]=[N-].[N-]=[N+]=[N-].C(C1CO1)OCC1CO1 glycidyl ether diazide